CC1=NOC(=C1C=1C=C(C=CC1OC[C@@H]1NCCCC1)NC(C1=CC=C(C=C1)F)=O)C (R)-N-(3-(3,5-dimethylisoxazol-4-yl)-4-(piperidin-2-ylmethoxy)phenyl)-4-fluorobenzamide